(R)-(((2R,3S,4R,5R)-5-(4-aminopyrrolo[2,1-f][1,2,4]triazine-7-yl)-5-cyano(3,4-dihydroxytetrahydrofuran-2-yl)methoxy)(phenoxy)phosphoryl)-L-phenylalanine NC1=NC=NN2C1=CC=C2[C@]2([C@@H]([C@@H]([C@H](O2)COP(=O)(OC2=CC=CC=C2)N[C@H](CC2=CC=CC=C2)C(=O)O)O)O)C#N